(5-amino-1-{6-[(2,6-difluorophenyl)oxy]-4-methylpyridin-3-yl}pyrazol-4-yl)(5,6,7,8-tetrahydro-1H-pyrrolo[2,3-g]isoquinolin-2-yl)methanone NC1=C(C=NN1C=1C=NC(=CC1C)OC1=C(C=CC=C1F)F)C(=O)C1=CC=2C(=CC=3CCNCC3C2)N1